FC1=CC(=C(C=C1)C=1CCCC2=C(C1C1=CC(=C(C=C1)C=C1CN(C1)CCCF)C(F)(F)F)C=CC=C2)C 8-(4-Fluoro-2-methylphenyl)-9-(4-((1-(3-fluoropropyl)azetidin-3-yliden)methyl)-3-(trifluoromethyl)phenyl)-6,7-dihydro-5H-benzo[7]annulen